S1C(=CC=C1)COCC1=CC=C(C=C1)B(O)O 4-[(THIEN-2-YLMETHOXY)METHYL]BENZENEBORONIC ACID